CN1CCN(CC1)C=1C=C(C=CC1)NC1=NC2=CC=CC=C2C=N1 N-(3-(1-methylpiperazin-4-yl)phenyl)quinazolin-2-amine